N-ethyl-2-(3-(5-(5-methylpyridin-3-yl)-1,2,4-oxadiazol-3-yl)-6-oxo-pyridazin-1(6H)-yl)acetamide C(C)NC(CN1N=C(C=CC1=O)C1=NOC(=N1)C=1C=NC=C(C1)C)=O